COCCC1=CC=C(C=C1)C=1N=C(NC1)C1N(CCCC1)C(C(C)SC)=O 1-(2-(4-(4-(2-Methoxyethyl)phenyl)-1H-imidazol-2-yl)piperidin-1-yl)-2-(methylthio)propan-1-one